FC=1C(=C(C(=O)N)C=CC1F)NC1=C(C=C(C=C1)I)F 3,4-difluoro-2-(2-fluoro-4-iodophenylamino)-benzamide